5-ethyl-5-{2-fluoro-4-[4-(1-p-tolyl-1H-[1,2,3]triazol-4-yl)piperidine-1-carbonyl]phenyl}imidazolidine-2,4-dione C(C)C1(C(NC(N1)=O)=O)C1=C(C=C(C=C1)C(=O)N1CCC(CC1)C=1N=NN(C1)C1=CC=C(C=C1)C)F